5-[[2-(5-phenyl-1H-benzimidazol-2-yl)-3,4-dihydro-1H-isoquinolin-7-yl]oxy]-3,4-dihydro-1H-1,8-naphthyridin-2-one C1(=CC=CC=C1)C1=CC2=C(NC(=N2)N2CC3=CC(=CC=C3CC2)OC2=C3CCC(NC3=NC=C2)=O)C=C1